C(C)(C)(C)OC(=O)N1CCC(CC1)CBr 4-(Bromomethyl)piperidine-1-carboxylic acid tert-butyl ester